OCCN1C(N=C(C=C1)NC1=NC=C(C(=C1)NC1=C(C(=CC=C1)C1=NN(C=N1)C)OC)C(CC)=O)=O 1-(2-hydroxyethyl)-4-((4-((2-methoxy-3-(1-methyl-1H-1,2,4-triazol-3-yl)phenyl)amino)-5-propionylpyridin-2-yl)amino)pyrimidin-2(1H)-one